C(C1=CC=CC=C1)(C1=CC=CC=C1)[C@@H](C(=O)NC1=CC=C(C=C1)C=1N(C=NC1C)C)NC(=O)C=1N(N=CC1)C N-[(1S)-1-benzhydryl-2-[4-(3,5-dimethylimidazol-4-yl)anilino]-2-oxo-ethyl]-2-methyl-pyrazole-3-carboxamide